benzonaphthopiperazine N1CCNC2=C1C1=C(C=CC=3C=CC=CC13)C=C2